ClC1=NC(=NC(=C1)O[C@@H](C)[C@H]1N(C[C@@H](C1)F)C)C(CC(C(C)(C)C1=C(C=CC=C1F)F)=O)=O 1-{4-Chloro-6-[(1S)-1-[(2S,4R)-4-fluoro-1-methylpyrrolidin-2-yl]ethoxy]pyrimidin-2-yl}-4-(2,6-difluorophenyl)-4-methylpentane-1,3-dione